3-(2-(trifluoromethylphenyl)phenylethynyl)-1H-pyrazole-5-carboxylic acid FC(F)(F)C1=C(C=CC=C1)C1=C(C=CC=C1)C#CC1=NNC(=C1)C(=O)O